BrC1=C(C=CC(=C1)Cl)OCC1CC1 2-bromo-4-chloro-1-(cyclopropylmethoxy)benzene